Cl\C(=C/[C@H]1C([C@H]1C(=O)OCC1=C(C(=CC=C1)C1=CC=CC=C1)C)(C)C)\C(F)(F)F (2-methyl-3-phenylphenyl)methyl (1S,3S)-3-[(Z)-2-chloro-3,3,3-trifluoroprop-1-enyl]-2,2-dimethylcyclopropane-1-carboxylate